(3-((5-boronopyridin-2-yl)methyl)-1,2,3-oxadiazol-3-ium-5-yl)((3-(trifluoromethyl)phenyl)carbamoyl)amide B(O)(O)C=1C=CC(=NC1)C[N+]1=NOC(=C1)[N-]C(NC1=CC(=CC=C1)C(F)(F)F)=O